NC1CC2(CC(C2)NC(C=C)=O)C1 N-(6-aminospiro[3.3]heptan-2-yl)acrylamide